COC(=O)C1=NSC=2C1=NC(=CC2C)C=2C=NC=CC2 7-methyl-5-(pyridin-3-yl)isothiazolo[4,5-b]Pyridine-3-carboxylic acid methyl ester